C1(CCCC1)SC1=NC=CC=C1C=1C=C2CCC(OC2=CC1)CCC(=O)O 3-[6-(2-cyclopentylsulfanyl-pyridin-3-yl)-chroman-2-yl]-propionic acid